C(C=C)OC1=CC=C(C=C1)I 1-(allyloxy)-4-iodobenzene